C(#N)C1=C(C=CC(=C1)F)SC=1C=2N(C=C(C1)C=1C=NN(C1C)C1CCC(CC1)O)N=CC2C#N 4-((2-cyano-4-fluorophenyl)thio)-6-(1-((1s,4s)-4-hydroxycyclohexyl)-5-methyl-1H-pyrazol-4-yl)pyrazolo[1,5-a]pyridine-3-carbonitrile